1-(6-(4-cyano-3-fluorophenyl)-5-(3-fluoro-4-methoxyphenyl)-4-hydroxypyridin-2-yl)piperidine-4-ylcarbamate C(#N)C1=C(C=C(C=C1)C1=C(C(=CC(=N1)N1CCC(CC1)NC([O-])=O)O)C1=CC(=C(C=C1)OC)F)F